N-[3-Chloro-4-[4-[(2-pyrrolidin-3-ylacetyl)amino]piperidine-1-carbonyl]phenyl]-5-(2,3-difluoro-4-methoxy-phenyl)-1-methyl-imidazole-2-carboxamide formate C(=O)O.ClC=1C=C(C=CC1C(=O)N1CCC(CC1)NC(CC1CNCC1)=O)NC(=O)C=1N(C(=CN1)C1=C(C(=C(C=C1)OC)F)F)C